4-[[4-fluoro-3-[4-[4-[[1-methyl-3-oxo-2-(4-pyridyl)pyrazolo[3,4-d]pyrimidin-6-yl]amino]phenyl]piperazine-1-carbonyl]phenyl]methyl]-2H-phthalazin-1-one FC1=C(C=C(C=C1)CC1=NNC(C2=CC=CC=C12)=O)C(=O)N1CCN(CC1)C1=CC=C(C=C1)NC1=NC=C2C(=N1)N(N(C2=O)C2=CC=NC=C2)C